NC(/C=C/CCCNC(=O)C1=CC2=CC=CC(=C2C=C1)C1=CC=C(C=C1)C(F)(F)F)=O N-[(E)-6-amino-6-oxo-hex-4-enyl]-5-[4-(trifluoromethyl)phenyl]naphthalene-2-carboxamide